COC1=C2N=C3C(C4=C(C(C3=NC2=CC(=C1)N1CCN(CC1)C)=O)N=CC=C4)=O 7-Methoxy-9-(4-methylpiperazin-1-yl)pyrido[2,3-b]phenazin-5,12-dion